(S)-2-((5-(4-((2-fluoro-4-isocyanobenzyl)oxy)pyrimidin-2-yl)-3,4,5,6-tetrahydropyrrolo[3,4-c]pyrrol-2(1H)-yl)methyl)-1-(oxetan-2-ylmethyl)-1H-benzo[d]imidazole-6-carboxylic acid FC1=C(COC2=NC(=NC=C2)N2CC3=C(C2)CN(C3)CC3=NC2=C(N3C[C@H]3OCC3)C=C(C=C2)C(=O)O)C=CC(=C1)[N+]#[C-]